2-(6-(((1S,3S,5R,7R)-7-fluoro-1-methyl-8-azabicyclo[3.2.1]octan-3-yl-5-d)oxy)pyridazin-3-yl)-5-(1H-imidazol-1-yl)phenol F[C@@H]1C[C@]2(C[C@@H](C[C@@]1(N2)C)OC2=CC=C(N=N2)C2=C(C=C(C=C2)N2C=NC=C2)O)[2H]